CC=1N=CSC1C(=O)NC1=CC(=CC=C1)C=1N=C(C2=C(N1)C=C(S2)C=2C=NC=CC2)N2CCOCC2 4-methyl-N-(3-(4-morpholino-6-(pyridin-3-yl)thieno[3,2-d]pyrimidin-2-yl)phenyl)thiazole-5-carboxamide